CC1=C(C=C(C(=O)O)C=C1)N1C=NN=C1 4-methyl-3-(4H-1,2,4-triazol-4-yl)benzoic acid